C(C1=CC=CC=C1)N(S(=O)(=O)C=1C=C(C(=O)O)C=CC1)CC1=C(C=CC(=C1)C(C(C)(C)C(=O)O)OCC=1N=NN(C1)CC)C 3-(N-benzyl-N-(5-(2-carboxy-1-((1-ethyl-1H-1,2,3-triazol-4-yl)methoxy)-2-methylpropyl)-2-methylbenzyl)sulfamoyl)benzoic acid